(1S,3S,5S)-5-(azidomethyl)-2-((9,9-difluoro-9H-fluorene-3-carbonyl)glycyl)-2-azabicyclo[3.1.0]hexane-3-carboxylic acid N(=[N+]=[N-])C[C@@]12C[C@H](N([C@H]2C1)C(CNC(=O)C=1C=CC=2C(C3=CC=CC=C3C2C1)(F)F)=O)C(=O)O